tert-butyl (2-((4-chloro-2-(2-methoxy-7-methylquinoxalin-5-yl) benzo[d]thiazol-6-yl)oxy)ethyl)carbamate ClC1=CC(=CC2=C1N=C(S2)C2=C1N=CC(=NC1=CC(=C2)C)OC)OCCNC(OC(C)(C)C)=O